CCCCCCCCCCCC(C)OC(CCCCCCCCCCC)C 12-tridecylether